propanediol bis(2-mercaptopropionate) SC(C(=O)OC(CC)OC(C(C)S)=O)C